N-((S)-2-((tert-butoxycarbonyl)amino)-3,3-dimethylbutyryl)-S-(methyl-d3)-L-cysteine methyl ester COC([C@@H](NC([C@H](C(C)(C)C)NC(=O)OC(C)(C)C)=O)CSC([2H])([2H])[2H])=O